[Fe+3].C(C)(CC)C(C(=O)[O-])C(CC)=O.C(C)(CC)C(C(=O)[O-])C(CC)=O.C(C)(CC)C(C(=O)[O-])C(CC)=O.C(C1=CC=CC=C1)N1C=CC2=CC=C(C=C12)C1=NNC(=C1)NC(C1=CC=C(C=C1)NCCCN(CC)CC)=O N-(3-(1-benzyl-1H-indol-6-yl)-1H-pyrazol-5-yl)-4-((3-(diethylamino)propyl)amino)benzamide tri(sec-butyl propionylacetate) iron